N-(3-bromo-2-chlorophenyl)-7-isopropyl-5,6,7,8-tetrahydro-2,7-naphthyridine-3-formamide BrC=1C(=C(C=CC1)NC(=O)C=1N=CC=2CN(CCC2C1)C(C)C)Cl